3-oxo-4-(3-(trifluoromethyl)phenyl)butanoic acid tert-butyl ester C(C)(C)(C)OC(CC(CC1=CC(=CC=C1)C(F)(F)F)=O)=O